5-carboxy-2-pentenal C(=O)(O)CCC=CC=O